5-chloro-3-ethylsulfinyl-N-hydroxy-pyridine-2-carboxamidine ClC=1C=C(C(=NC1)C(=N)NO)S(=O)CC